N-(bis(2-fluorophenyl)phosphaneyl)-N-cyclohexyl-1,1-bis(4-(tributylsilyl)phenyl)phosphanamine FC1=C(C=CC=C1)P(N(P(C1=CC=C(C=C1)[Si](CCCC)(CCCC)CCCC)C1=CC=C(C=C1)[Si](CCCC)(CCCC)CCCC)C1CCCCC1)C1=C(C=CC=C1)F